FC(SC1=CC=C(CCSC2=CC=C(C(=O)N)C=C2)C=C1)(F)F 4-((4-((trifluoromethyl)thio)phenethyl)thio)benzamide